C(C)(=O)N1[C@H]([C@@H]([C@H](C2=CC=CC=C12)NC(OC(C)(C)C)=O)CC)CC |r| rac-tert-butyl ((2S,3R,4R)-1-acetyl-2,3-diethyl-1,2,3,4-tetrahydroquinolin-4-yl)carbamate